ClC=1C=C(C=CC1C=1N=NN(C1)CC1=NC=C(C=C1F)C=1OC(=NN1)C(F)F)CNC 1-(3-chloro-4-(1-((5-(5-(difluoromethyl)-1,3,4-oxadiazol-2-yl)-3-fluoropyridin-2-yl)methyl)-1H-1,2,3-triazol-4-yl)phenyl)-N,N-dimethylamine